N1-(5-chloropyridin-2-yl)-N2-(4-[(dimethylamino)carbonyl]-2-{[(5-methyl-4,5,6,7-tetrahydrothiazolo[5,4-c]pyridin-2-yl)carbonyl]amino}cyclohexyl)ethanediamide ClC=1C=CC(=NC1)NC(C(=O)NC1C(CC(CC1)C(=O)N(C)C)NC(=O)C=1SC=2CN(CCC2N1)C)=O